2-[1-(2,2,2-trifluoroethoxy)ethoxy]ethane FC(COC(C)OCC)(F)F